4-[3-[3-(hydroxymethyl)phenyl]imidazo[1,2-b]pyridazin-6-yl]-2-methoxy-phenol OCC=1C=C(C=CC1)C1=CN=C2N1N=C(C=C2)C2=CC(=C(C=C2)O)OC